C(C)OC=1C=C2C(=CNC2=CC1)C(C)N(C)C (5-ethoxy-1H-indol-3-yl)-N,N-dimethylethane-1-amine